C=C1CC2(CC(CN2C1)=C)C(=O)OC methyl 2,6-dimethylenetetrahydro-1H-pyrrolizine-7a(5H)-carboxylate